C(=CC)[Si](OC)(C)C propenyl-dimethyl-methoxysilane